1,3-divinyl-1,1,3,3-tetramethyldisiloxane C(=C)[Si](O[Si](C)(C)C=C)(C)C